o-Acetylanisole CC(=O)C1=CC=CC=C1OC